C(C)(C)(C)OC(NC1=CC(=C(C=C1)C)NC(C1=CC(=CC=C1)C(F)(F)F)=O)=O [4-methyl-3-(3-trifluoromethylbenzoylamino)phenyl]carbamic acid t-butyl ester